CC(C(=O)O)(CCCCCCCC)C.[Nd] Neodymium (2,2-dimethyldecanoic acid)